(1S,3S,5S)-N-[(4-carbamimidoylthiophen-2-yl)methyl]-5-methyl-2-{2-[(2-methylpropane-2-sulfinyl)[3-(4-phenoxyphenyl)oxetan-3-yl]amino]acetyl}-2-azabicyclo[3.1.0]hexane-3-carboxamide C(N)(=N)C=1C=C(SC1)CNC(=O)[C@H]1N([C@H]2C[C@]2(C1)C)C(CN(C1(COC1)C1=CC=C(C=C1)OC1=CC=CC=C1)S(=O)C(C)(C)C)=O